2-[6-amino-5-[8-[2-[3-(3,4-dimethylazepan-1-yl)prop-1-ynyl]-4-pyridyl]-3,8-diazabicyclo[3.2.1]octan-3-yl]pyridazin-3-yl]phenol NC1=C(C=C(N=N1)C1=C(C=CC=C1)O)N1CC2CCC(C1)N2C2=CC(=NC=C2)C#CCN2CC(C(CCC2)C)C